[methyl]-2-methoxy-benzamide CC=1C(=C(C(=O)N)C=CC1)OC